CC=1N=C2N(C(=NC=3C=C(C=CC23)C(=O)O)NC2=CC(=CC=C2)C(F)(F)F)C1 2-Methyl-5-((3-(trifluoromethyl)phenyl)amino)imidazo[1,2-c]quinazoline-8-carboxylic acid